methyl 2-((2-(1-((tert-butoxycarbonyl) (2-(6-methoxy-3-nitropyridin-2-yl) ethyl) amino) ethyl)-4-fluorophenyl) amino)-4-chloro-5-fluoro-benzoate C(C)(C)(C)OC(=O)N(C(C)C1=C(C=CC(=C1)F)NC1=C(C(=O)OC)C=C(C(=C1)Cl)F)CCC1=NC(=CC=C1[N+](=O)[O-])OC